(1,2-DIMETHYL-3-METHYLENECYCLOPENTYL)ACETATE CC1(C(C(CC1)=C)C)CC(=O)[O-]